N-(2-cyanophenyl)-2-methyl-4H-pyrrolo[2,3-d]thiazole-5-carboxamide C(#N)C1=C(C=CC=C1)NC(=O)C1=CC2=C(N=C(S2)C)N1